4-[5,7-dimethoxy-6-(3-methyl-2-buten-1-yl)-2H-1-benzopyran-3-yl]-1,3-benzenediol COC1=C(C(=CC2=C1C=C(CO2)C2=C(C=C(C=C2)O)O)OC)CC=C(C)C